8-Cyclopentyl-6-ethyl-2-(5-phenylamino-pyridin-2-ylamino)-8H-pyrido[2,3-d]pyrimidin-7-one C1(CCCC1)N1C(C(=CC2=C1N=C(N=C2)NC2=NC=C(C=C2)NC2=CC=CC=C2)CC)=O